NCC(CCOCC1=CC=CC=C1)O 1-amino-4-(benzyloxy)butan-2-ol